(methyl methacrylate) stearate C(CCCCCCCCCCCCCCCCC)(=O)O.CC=C(C(=O)O)C